N-((4-chlorophenyl)(methyl)(oxo)-λ6-sulfaneylidene)-2-(4-(5-(trifluoromethyl)-1,2,4-oxadiazol-3-yl)phenyl)acetamide ClC1=CC=C(C=C1)S(=NC(CC1=CC=C(C=C1)C1=NOC(=N1)C(F)(F)F)=O)(=O)C